NC1=C(C=2C(=NC=C(C2S1)F)C=1C2=C(C=3C=NC(=NC3C1F)OCC13CCCN3CC(C1)=C)COC2)C#N 2-Amino-7-fluoro-4-(5-fluoro-3-((2-methylidenetetrahydro-1H-pyrrolizin-7a(5H)-yl)methoxy)-7,9-dihydrofuro[3,4-f]quinazolin-6-yl)thieno[3,2-c]pyridine-3-carbonitrile